monoethyl adipate potassium salt [K+].C(CCCCC(=O)[O-])(=O)OCC